FC1=C(C(=C(C=C1)S(=O)(=O)[NH-])F)F (trifluorobenzenesulfonyl)amide